5-(4-((2-(1H-indol-3-yl)ethyl)amino)-5,6,7,8-tetrahydropyrido[3,4-d]pyrimidin-2-yl)nicotinonitrile N1C=C(C2=CC=CC=C12)CCNC=1C2=C(N=C(N1)C=1C=NC=C(C#N)C1)CNCC2